C(C1=CC=CC=C1)N1CC=2CCC(NC2CC1)=O 6-benzyl-1,3,4,5,7,8-hexahydro-1,6-naphthyridin-2-one